C(C=1C(O)=CC=CC1)(=O)O.C(C)(C)(C)C=1C=C(C=C(C1O)C(C)(C)C)[Na] (3,5-di-tert-butyl-4-hydroxyphenyl)sodium salicylate